N-(2-((2S)-2-(2-(((1H-benzo[d][1,2,3]triazol-1-yl)methyl)amino)-1-hydroxy-2-oxoethyl)-4,4-difluoropyrrolidin-1-yl)-2-oxoethyl)-6-(3-(dimethylamino)propoxy)quinoline-4-carboxamide N1(N=NC2=C1C=CC=C2)CNC(C(O)[C@H]2N(CC(C2)(F)F)C(CNC(=O)C2=CC=NC1=CC=C(C=C21)OCCCN(C)C)=O)=O